BrC=1C=C(C=CC1)N1CCN(CC1)CC=1C=C2CN(C(C2=CC1)=O)N1C(NC(CC1)=O)=O 1-(5-((4-(3-bromophenyl)piperazin-1-yl)methyl)-1-oxoisoindolin-2-yl)dihydropyrimidine-2,4(1H,3H)-dione